tert-butyl 1-(1-(4-fluoro-5-methyl-6-((1R,5S)-2-oxo-3-azabicyclo[3.1.0]hexan-3-yl)pyridin-3-yl)ethyl)-1H-pyrazole-4-carboxylate FC1=C(C=NC(=C1C)N1C([C@@H]2C[C@@H]2C1)=O)C(C)N1N=CC(=C1)C(=O)OC(C)(C)C